4-[2-(N-(3,3-difluorocyclohexyl)anilino)-2-oxo-ethyl]-1-[1-(2-fluorophenyl)cyclopropanecarbonyl]piperidine-4-carboxylic acid FC1(CC(CCC1)N(C1=CC=CC=C1)C(CC1(CCN(CC1)C(=O)C1(CC1)C1=C(C=CC=C1)F)C(=O)O)=O)F